NC1=C(C=C(N=N1)C1=C(C=CC(=C1)F)O)N1CC2CCC(C1)N2 2-(6-amino-5-(3,8-diazabicyclo[3.2.1]octan-3-yl)pyridazin-3-yl)4-fluorophenol